OCCN1CCN(CC1)CC1=CC=C(C=C1)C=CC(=O)C1=CC=CC=C1 3-(4-{[4-(2-hydroxyethyl)piperazin-1-yl]methyl}phenyl)-1-phenylpropan-2-en-1-one